4-((4-aminophenyl)methyl)-2-methoxyphenylbenzenamine NC1=CC=C(C=C1)CC1=CC(=C(C=C1)C1=C(C=CC=C1)N)OC